dodecenyl isocyanate C(=CCCCCCCCCCC)N=C=O